COC1=CC=C(C=N1)CCN1C(C2=CC=CC=C2C1)=O 2-(2-(6-methoxypyridin-3-yl)ethyl)isoindolin-1-one